ClC=1C(N(N=CC1)CC1=NC(=NO1)C[C@H](O)C1=CC=C(C=C1)CC)=O (S)-4-chloro-2-((3-(2-(4-ethylphenyl)-2-hydroxyethyl)-1,2,4-oxadiazol-5-yl)methyl)pyridazin-3(2H)-one